(S)-3-amino-3-(4-fluoro-2',6'-dimethyl-5-(Trifluoromethyl)-[1,1'-biphenyl]-3-yl)propanoic acid ethyl ester C(C)OC(C[C@@H](C=1C=C(C=C(C1F)C(F)(F)F)C1=C(C=CC=C1C)C)N)=O